N[C@]1(CC[C@](C=2C=CC=NC12)(C(=O)NCC1=C(C=C(C=C1)Cl)Cl)F)CO (5S,8S)-8-amino-N-(2,4-dichlorobenzyl)-5-fluoro-8-(hydroxymethyl)-5,6,7,8-tetrahydroquinoline-5-carboxamide